C(CCC)N(CCO)CCCC.P(=O)(OCC(CCCCCCCCCC)CCCCCC)(O)O 2-hexyl-1-dodecyl phosphate dibutylethanolamine salt